N-ethylcyclobutane-1-carboxamide C(C)NC(=O)C1CCC1